CN(CCN(C)CCN(C)C)C Bis(2-dimethylaminoethyl)methylamine